1-(tert-butyl) 3-ethyl (3R,4S)-4-(methyl((R)-1-phenylethyl)amino)pyrrolidine-1,3-dicarboxylate CN([C@H]1[C@@H](CN(C1)C(=O)OC(C)(C)C)C(=O)OCC)[C@H](C)C1=CC=CC=C1